NC=1C(C=C(C(C1)=N)NC1=CC=C(C=C1)NCCO)=NC=1C(=NN2C1C=CC=C2)OCCO 2-{3-[2-amino-5-[4-(2-hydroxyethylamino)phenylamino]-4-iminocyclohexa-2,5-dienylideneamino]pyrazolo[1,5-a]pyridin-2-yloxy}ethanol